3-(4-(allyloxy)-3-methoxyphenyl)acryloyl-hydrazine C(C=C)OC1=C(C=C(C=C1)C=CC(=O)NN)OC